NC1=NC(=CC(=N1)N1[C@@H](COCCC1)C1=C(C=C(C=C1)N1CCN(CC1)C(=O)C1CC1)Cl)C |r| (+/-)-[4-[4-[4-(2-amino-6-methyl-pyrimidin-4-yl)-1,4-oxazepan-3-yl]-3-chlorophenyl]piperazin-1-yl]-cyclopropyl-methanone